3-(6-(tert-butoxy)hexyl)-1H-indene C(C)(C)(C)OCCCCCCC1=CCC2=CC=CC=C12